C1(=CC=C(C=C1)C(C=1C(=C(SC1C)C)C(=O)NC1CC2(CC(C2)C(=O)O)C1)O)C1=CC=CC=C1 6-(4-([1,1'-biphenyl]-4-yl(hydroxy)methyl)-2,5-dimethylthiophene-3-carboxamido)spiro[3.3]heptane-2-carboxylic acid